C1(=CC=CC2=CC=CC=C12)C(=O)OCC(C)C isobutyl naphthoate